N(N=C1SC2=C(N1CC)C=CC(=C2)S(=O)(=O)O)=C2SC1=C(N2CC)C=CC(=C1)S(=O)(=O)O 2,2'-azino-bis(3-ethyl-benzthiazolin-6-sulfonic acid)